ClC1=CC=C(C=C1)C=1N=C(SC1)C12CC(C1)(C2)NC(=O)C=2OC(=CC2)C2(CC2)S(=O)(=O)C N-[3-[4-(4-chlorophenyl)thiazol-2-yl]-1-bicyclo[1.1.1]pentanyl]-5-(1-methylsulfonylcyclopropyl)furan-2-carboxamide